1-methyl-2-oxo-4-{4-[4-(2-oxopiperidin-1-yl)phenoxy]piperidin-1-yl}-1,2-dihydroquinoline-3-carbonitrile CN1C(C(=C(C2=CC=CC=C12)N1CCC(CC1)OC1=CC=C(C=C1)N1C(CCCC1)=O)C#N)=O